C(C)[C@@H]1N(C[C@H](NC1)CC)C1=NC(N(C=2N1N=C(C2)CC#N)C)=O 2-(4-((2S,5R)-2,5-diethylpiperazin-1-yl)-1-methyl-2-oxo-1,2-dihydropyrazolo[1,5-a][1,3,5]triazin-7-yl)acetonitrile